C(C)OC=1C=C2N=CC(CCN)(C2=CC1)C(=O)NC 6-ethoxy-N-methyltryptamine-3-carboxamide